ClC(C(F)(F)F)(C(F)F)Cl 2,2-dichloro-1,1,1,3,3-pentafluoropropane